COC(=O)C1OCC(C1)(OC)OC 4,4-dimethoxytetrahydrofuran-2-carboxylic acid methyl ester